phenylethylphenyl-propyl-phenol C1(=CC=CC=C1)CCC1=C(C(=C(C=C1)O)CCC)C1=CC=CC=C1